FC(C1=NN(C=C1[N+](=O)[O-])C1CN(C1)C1CCN(CC1)C(C)=O)F (4-(3-(3-(difluoromethyl)-4-nitro-1H-pyrazol-1-yl)azetidin-1-yl)piperidin-1-yl)ethanone